FC1=C(C=CC=C1)C1=C(C(=NC=C1)C1CCC(CC1)C(F)(F)F)NC(=O)C=1C=NC(=NC1)C(C)C N-[4-(2-fluorophenyl)-2-[4-(trifluoromethyl)cyclohexyl]-3-pyridyl]-2-isopropyl-pyrimidine-5-carboxamide